2-(4-methoxyphenyl)acrylonitrile COC1=CC=C(C=C1)C(C#N)=C